FC1=C(C=CC(=C1)F)C1=CC(=C(C=C1)OC)NC1=NC=NC2=CC(=CC(=C12)OC1CN(CCC1(F)F)C(C=C)=O)OC 1-(3-((4-((2',4'-difluoro-4-methoxy-[1,1'-biphenyl]-3-yl)amino)-7-methoxyquinazoline-5-yl)oxy)-4,4-difluoropiperidin-1-yl)prop-2-en-1-one